(E)-8-(4-((1-acetylpiperidin-4-yl)oxy)styryl)-1,3-diethyl-7-methyl-1H-purine-2,6(3H,7H)-dione C(C)(=O)N1CCC(CC1)OC1=CC=C(/C=C/C2=NC=3N(C(N(C(C3N2C)=O)CC)=O)CC)C=C1